(4-(3-hydroxyoxetan-3-yl)phenyl)(2-(2-methoxypyridin-4-yl)-4-(4-(trifluoromethyl)phenyl)piperazin-1-yl)methanone OC1(COC1)C1=CC=C(C=C1)C(=O)N1C(CN(CC1)C1=CC=C(C=C1)C(F)(F)F)C1=CC(=NC=C1)OC